ClC1=CC=2N(C=C1)C(=CN2)C2=C1CNC(C1=C(C=C2)NC2=NC=C(C=C2)N2C[C@@H](OCC2)CN(C)C)=O (S)-4-(7-chloroimidazo[1,2-a]pyridin-3-yl)-7-((5-(2-((dimethyl-amino)methyl)morpholino)pyridin-2-yl)amino)isoindolin-1-one